4-methyl-N-(3,3,3-trifluoropropyl)piperidine-4-carboxamide CC1(CCNCC1)C(=O)NCCC(F)(F)F